n-decyl-pentoxyethylene C(CCCCCCCCC)C(=C)OCCCCC